CN1CC=C(C12CCN(CC2)C2=CC(=NC(=N2)C(F)(F)F)N2[C@@H]([C@@H](C2)N2CCN(CC2)C(C=C)=O)C)C 1-(4-((2R,3R)-1-(6-(1,4-Dimethyl-1,8-diazaspiro[4.5]dec-3-en-8-yl)-2-(trifluoromethyl)pyrimidin-4-yl)-2-methylazetidin-3-yl)piperazin-1-yl)prop-2-en-1-one